9-(4-methylpiperazin-1-yl)-10-(trifluoromethyl)pyrido[2,3-b]phenazine-5,12-dione CN1CCN(CC1)C1=CC=C2N=C3C(C4=C(C(C3=NC2=C1C(F)(F)F)=O)N=CC=C4)=O